Cl.IC=1C(=NC2=CC=CC=C2C1)N1CCNCC1 3-iodo-2-piperazin-1-yl-quinoline hydrochloride